FC(CN1N=CC(=C1)C(C)C)(F)F 2-(1-(2,2,2-trifluoroethyl)-1H-pyrazol-4-yl)propan